C(C)OC(=O)C1=CC=CNC1(C(=O)O)C(C)(C)C 6-(tert-butyl)pyridine-5,6-dicarboxylic acid 5-ethyl ester